(S)-5-fluoro-N-(8,9-difluoro-6-oxo-1,4,5,6-tetrahydro-2H-pyrano[3,4-c]isoquinolin-1-yl)-N-methylisoindoline-2-carboxamide FC=1C=C2CN(CC2=CC1)C(=O)N(C)[C@@H]1COCC=2NC(C=3C=C(C(=CC3C21)F)F)=O